2,5-DIOXOPYRROLIDIN-1-YL 3-(DIPHENYLPHOSPHINO)PROPANOATE C1(=CC=CC=C1)P(CCC(=O)ON1C(CCC1=O)=O)C1=CC=CC=C1